methylsulfonyl-S-(methyl-d3)-L-cysteine methyl ester COC([C@@H](NS(=O)(=O)C)CSC([2H])([2H])[2H])=O